2-chloro-5-(trifluoromethyl)pyridine-3-sulfonamide ClC1=NC=C(C=C1S(=O)(=O)N)C(F)(F)F